C(C)[C@H]1OC2=C([C@H](N(C1)CC1=CC(=CC=3C=CSC31)[C@H](CC(=O)O)C3=C(C1=C(N(N=N1)C)C=C3)C)CC)N=CC=C2 |o1:6| (3S)-3-(7-{[(2R,5R*)-2,5-diethyl-2,3-dihydropyrido[2,3-f][1,4]oxazepin-4(5H)-yl]Methyl}-1-benzothiophen-5-yl)-3-(1,4-dimethyl-1H-benzotriazol-5-yl)propanoic acid